4-[4-((R)-1-azido-7-fluoro-indan-4-yl)-3,5-dimethyl-phenoxy]-2-methyl-butan-2-ol N(=[N+]=[N-])[C@@H]1CCC2=C(C=CC(=C12)F)C1=C(C=C(OCCC(C)(O)C)C=C1C)C